bis(naphthylphenyl)(carbazolyldimethylfluorenyl)amine C1(=CC=CC2=CC=CC=C12)C1=C(C=CC=C1)N(C1=C(C(=C(C=2C3=CC=CC=C3CC12)C1=CC=CC=2C3=CC=CC=C3NC12)C)C)C1=C(C=CC=C1)C1=CC=CC2=CC=CC=C12